1-hydroxyethyl-3-amino-3-aminophenol OC(C)C1C(=CC=CC1(N)N)O